3-methylpent-2,4-dien CC(=CC)C=C